CC1=NN=C(N1C1=CC=C2C(=N1)NC=C2C2=NC(=NC=C2C(F)(F)F)N[C@@H]2CN(CCC2)C(=O)OC(C)(C)C)C tert-butyl (3S)-3-[[4-[6-(3,5-dimethyl-1,2,4-triazol-4-yl)-1H-pyrrolo[2,3-b]pyridin-3-yl]-5-(trifluoromethyl)pyrimidin-2-yl]amino]piperidine-1-carboxylate